5-amino-4-carbamoyl-5',6'-dihydro-[2,3'-bipyridine]-1'(2'H)-carboxylic acid tert-butyl ester C(C)(C)(C)OC(=O)N1CC(=CCC1)C1=NC=C(C(=C1)C(N)=O)N